OCCC[C@@H]1CC[C@H](CC1)O trans-4-(3-hydroxypropyl)-cyclohexanol